C1(CC1)C(=O)NC=1C=C2C(=CN=C(C2=CN1)NC)C(=O)OC methyl 6-cyclopropaneamido-1-(methylamino)-2,7-naphthyridine-4-carboxylate